butyl 4-(7-(8-chloro-7-fluoronaphthalen-1-yl)-8-fluoro-3-hydroxy-1,6-naphthyridin-4-yl)piperazine-1-carboxylate ClC=1C(=CC=C2C=CC=C(C12)C1=NC=C2C(=C(C=NC2=C1F)O)N1CCN(CC1)C(=O)OCCCC)F